1,6-dibromo-3,8-diethyl-pyrene ethyl-3-(5-chloro-2-methylphenyl)-3-(4-methylpiperazin-1-yl)propanoate C(C)OC(CC(N1CCN(CC1)C)C1=C(C=CC(=C1)Cl)C)=O.BrC1=CC(=C2C=CC3=C(C=C(C4=CC=C1C2=C34)CC)Br)CC